6-(1-fluoro-1-methyl-ethyl)-N-[2-[4-(hydroxymethyl)cyclohexyl]-6-(2-hydroxy-2-methylpropoxy)indazol-5-yl]pyridine-2-carboxamide FC(C)(C)C1=CC=CC(=N1)C(=O)NC1=CC2=CN(N=C2C=C1OCC(C)(C)O)C1CCC(CC1)CO